O1C=C(C2=C1C=CC=C2)C2=CC=CC=1N2N=CC1C(=O)N1CCCCC1 (7-(benzofuran-3-yl)pyrazolo[1,5-a]pyridin-3-yl)(piperidin-1-yl)methanone